CNCCN 2-(methylamino)ethylamine